3-(4-acryloylpiperazin-1-yl)-5,6,7,8-tetrahydroimidazo[1,2-a]pyrazine-2-carbonitrile C(C=C)(=O)N1CCN(CC1)C1=C(N=C2N1CCNC2)C#N